NC1=CC=C(C=N1)C=1N(CC=CC1)C1=CC=C2C(=N1)OC(=N2)N2CCOCC2 6'-amino-N-(2-morpholinooxazolo[5,4-b]pyridin-5-yl)-[2,3'-bipyridine]